6-ethoxy-5-fluoro-3-((2-(trimethylsilyl)ethoxy)methyl)quinazolin-4(3H)-one C(C)OC=1C(=C2C(N(C=NC2=CC1)COCC[Si](C)(C)C)=O)F